NC1=C(SC=2N=C(N=C(C21)C)C)C(=O)NC2CC=1C(=CC(=NC1CC2)N2CC(C(C2)NC)COC)F 5-amino-N-{4-fluoro-2-[3-(methoxymethyl)-4-(methylamino)pyrrolidin-1-yl]-5,6,7,8-tetrahydroquinolin-6-yl}-2,4-dimethylthieno[2,3-d]pyrimidine-6-carboxamide